N-(3-chloro-4-(6-cyano-5-fluoropyridin-2-yl)phenyl)-1-phenylmethanesulfonamide ClC=1C=C(C=CC1C1=NC(=C(C=C1)F)C#N)NS(=O)(=O)CC1=CC=CC=C1